1-(pyridin-4-yl)pentane N1=CC=C(C=C1)CCCCC